((3-fluoro-5-(2-(5-methoxyisoindolin-2-yl)pyrimidin-4-yl)phenyl)ethynyl)-1H-indazole FC=1C=C(C=C(C1)C1=NC(=NC=C1)N1CC2=CC=C(C=C2C1)OC)C#CN1N=CC2=CC=CC=C12